methyl 5-bromo-6-fluoropyridine-2-carboxylate BrC=1C=CC(=NC1F)C(=O)OC